NC1=NN2C(C=C(C=C2)C=2C=NC(=C(C(=O)NCC3=CC(=CC=C3)OCC(F)(F)F)C2)C)=N1 5-(2-amino-[1,2,4]triazolo[1,5-a]pyridin-7-yl)-2-methyl-N-(3-(2,2,2-trifluoroethoxy)benzyl)nicotinamide